6-hydroxy-5'-methyl-4-pentyl-2'-(prop-1-en-2-yl)-1',2',3',4'-tetrahydro-[1,1'-biphenyl]-2-yl methyl (1-(dimethoxyphosphoryl)-1-hydroxyethyl)phosphonate COP(=O)(OC)C(C)(O)P(OC1=C(C(=CC(=C1)CCCCC)O)C1C(CCC(=C1)C)C(=C)C)(OC)=O